3-ethanimidamido-propanoic acid C(C)(NCCC(=O)O)=N